Cl.C1(=CC=CC=C1)[C@@H](C(=O)OCC1=C(C(=CC=C1)S(=O)(=O)C)N)C (S)-2-amino-3-methylsulfonyl-benzyl phenylpropionate hydrochloride